C(C)(C)N1C=C(C=2C1=NC=CC2)C2=NC=1N(C(=C2)NC)N=CC1C(=O)NC1CC2(COC2)C1 5-(1-isopropyl-1H-pyrrolo[2,3-b]pyridin-3-yl)-7-(methylamino)-N-(2-oxaspiro[3.3]heptan-6-yl)pyrazolo[1,5-a]pyrimidine-3-carboxamide